ClC=1C=C(C#N)C=C(C1N1C(=CC(C2=C(N=CC(=C12)Cl)N1CCN(CC1)CCO)=O)C)Cl 3,5-dichloro-4-(8-chloro-5-(4-(2-hydroxyethyl)piperazin-1-yl)-2-methyl-4-oxo-1,6-naphthyridin-1(4H)-yl)benzonitrile